tert-butyl (3S,5S)-3-((8-carbamoyl-6-(1-ethyl-5-methyl-1H-pyrazol-4-yl)pyrido[3,2-d]pyrimidin-4-yl)amino)-5-fluoropiperidine-1-carboxylate C(N)(=O)C1=CC(=NC2=C1N=CN=C2N[C@@H]2CN(C[C@H](C2)F)C(=O)OC(C)(C)C)C=2C=NN(C2C)CC